(1R,2R,3R)-N-(6-(1-((3R,4R)-4-fluoro-3-methyltetrahydrofuran-3-yl)piperidin-4-yl)-7-methylisoquinolin-3-yl)-2-methyl-3-(1-methyl-1H-pyrazol-4-yl)cyclopropane-1-carboxamide F[C@@H]1[C@](COC1)(C)N1CCC(CC1)C=1C=C2C=C(N=CC2=CC1C)NC(=O)[C@@H]1[C@@H]([C@H]1C=1C=NN(C1)C)C